1-[[(2S,3R)-3-amino-2-hydroxy-4-phenyl-butanoyl]amino]cyclopentanecarboxylic acid N[C@@H]([C@@H](C(=O)NC1(CCCC1)C(=O)O)O)CC1=CC=CC=C1